[N+](=O)([O-])C1=CC=C(CNC[C@H](CN2C[C@H]3CCCC[C@H]3CC2)O)C=C1 (3S,4aS,8aS)-2-[(R)-3-(4-nitrobenzyl-amino)-2-hydroxypropyl]decahydroisoquinoline